tert-butyl (3R,4S)-4-(4-(2,4-dioxo-3-((2-(trimethylsilyl)ethoxy)methyl)tetrahydropyrimidin-1(2H)-yl)-1H-indazol-1-yl)-3-fluoropiperidine-1-carboxylate O=C1N(CCC(N1COCC[Si](C)(C)C)=O)C1=C2C=NN(C2=CC=C1)[C@@H]1[C@@H](CN(CC1)C(=O)OC(C)(C)C)F